COC1=NC2=C(N1CCCNC(C)=O)C=C(C=C2)OC N-(3-(2,6-dimethoxy-1H-benzimidazol-1-yl)propyl)acetamide